C1(=CC=CC=C1)C=1OC2=CC=CC=C2C(C1)P(=O)(C1=CC=CC=C1)C1=CC=CC=C1 2-phenyl-4-(diphenylphosphinoyl)-4H-chromene